FC=1C=C(C=CC1F)N(C(=O)[C@@H]1C[C@@H](CN1C1=NC(=CC(=C1)C(F)(F)F)C)N[C@H]1CN(C[C@H]1O)C(=O)OC(C)(C)C)CC tert-Butyl (3S,4R)-3-(((3S,5S)-5-((3,4-difluorophenyl)(ethyl)-carbamoyl)-1-(6-methyl-4-(trifluoromethyl)pyridin-2-yl)-pyrrolidin-3-yl)amino)-4-hydroxypyrrolidin-1-carboxylat